C(CCC)OC(NS(=O)(=O)C=1SC(=CC1C1=CC=C(C=C1)CN1C=NC=C1)CC(C)C)=O ((3-(4-((1H-imidazol-1-yl)methyl)phenyl)-5-isobutylthiophen-2-yl)sulfonyl)carbamic acid butyl ester